C1(CCCCC1)N(C1=CC=C(C=C1)N)C1=CC=CC=C1 cyclohexyl-N'-phenyl-p-phenylenediamine